C(C1=CC=CC=C1)N1CC(OCC1)CC(=O)NC1=NN(CC1)C1=CC(=C(C=C1)Cl)Cl 2-(4-benzylmorpholin-2-yl)-N-(1-(3,4-dichlorophenyl)-4,5-dihydro-1H-pyrazol-3-yl)acetamide